CC(CC)(CCCCCCCCCCCCCCCC)C1=NOC(N1)=O 3-(3-methylnonadecan-3-yl)-1,2,4-oxadiazol-5(4H)-one